(1-(4-chloro-2-fluorophenyl)piperidin-4-yl)-1,3-dimethyl-1H-pyrazol-5-amine ClC1=CC(=C(C=C1)N1CCC(CC1)C=1C(=NN(C1N)C)C)F